N1=CC=CC=2N=C3COCC4(N3C21)CC(C2=CC=CC=C24)=O spiro[indene-1,9'-pyrido[3',2':4,5]imidazo[2,1-c][1,4]oxazin]-3(2H)-one